(2S,3R,4R,5S)-1-(2-(benzo[d][1,3]dioxol-5-yl)ethyl)-2-(hydroxymethyl)piperidine-3,4,5-triol O1COC2=C1C=CC(=C2)CCN2[C@H]([C@H]([C@@H]([C@H](C2)O)O)O)CO